C[C@H]1N(CCOC1)C=1N=C(C=2N(C1)C(=NN2)S(=O)(=O)C)C2=C1C(=NC=C2)NC=C1 (R)-3-methyl-4-(3-(methylsulfonyl)-8-(1H-pyrrolo[2,3-b]pyridin-4-yl)-[1,2,4]triazolo[4,3-a]pyrazin-6-yl)morpholine